2-Cyclohexyl-6-methoxy-N-[1-(1-methylethyl)-4-piperidinyl]-7-[3-(1-pyrrolidinyl)propoxy]-4-quinazolinamine C1(CCCCC1)C1=NC2=CC(=C(C=C2C(=N1)NC1CCN(CC1)C(C)C)OC)OCCCN1CCCC1